(R)-1-(4-((1-(3-(difluoromethyl)-2-fluorophenyl)ethyl)amino)-2-(methylthio)-7-oxo-7,8-dihydropyrido[2,3-d]pyrimidin-6-yl)cyclopropane-1-carbonitrile FC(C=1C(=C(C=CC1)[C@@H](C)NC=1C2=C(N=C(N1)SC)NC(C(=C2)C2(CC2)C#N)=O)F)F